ClC=1C=CC=C2C(C(NC12)=C1NC2=CC=CC(=C2C1=O)OC)=O 7-chloro-2-(4-methoxy-1,3-dihydro-3-oxo-2H-indol-2-ylidene)-1,2-dihydro-3H-indol-3-one